N-(butyl)-1,2-benzisothiazolin-3-one C(CCC)N1SC2=C(C1=O)C=CC=C2